1-hydroxyproline ON1[C@@H](CCC1)C(=O)O